3-(4-(2,6-diisopropylphenyl)-1H-pyrazol-1-yl)phenol C(C)(C)C1=C(C(=CC=C1)C(C)C)C=1C=NN(C1)C=1C=C(C=CC1)O